C(C)N1C(OCC1)(CCC(C)C)C 3-ethyl-2-methyl-2-(3-methylbutyl)oxazolidine